NCCN(CCN)C N-(2-aminoethyl)-N-methylethylenediamine